COC1=CC=C(C=C1)C=1C=C2C(=C(C(N(C2=NC1)CCN1CCOCC1)=O)C(=O)NC1CC2(C1)CCC2)C 6-(4-methoxyphenyl)-4-methyl-1-(2-morpholinoethyl)-2-oxo-N-(spiro[3.3]heptan-2-yl)-1,2-dihydro-1,8-naphthyridine-3-carboxamide